NC1C2=CC=CC=C2CC12CCN(CC2)C=2N=CC=NC2 5-(1-amino-1,3-dihydrospiro[indene-2,4'-piperidin]-1'-yl)pyrazin